4-((4-(1-methyl-1H-indol-3-yl)pyrimidin-2-yl)amino)-N-(3-(2-methyl-5-nitro-1H-imidazol-1-yl)propyl)-2-morpholinylbenzamide CN1C=C(C2=CC=CC=C12)C1=NC(=NC=C1)NC1=CC(=C(C(=O)NCCCN2C(=NC=C2[N+](=O)[O-])C)C=C1)N1CCOCC1